1-(3-((5-Bromo-2-((3-methyl-1-(1-methylpiperidin-4-yl)-1H-pyrazol-4-yl)amino)pyrimidin-4-yl)amino)propyl)-3-methyltetrahydropyrimidin-2(1H)-on BrC=1C(=NC(=NC1)NC=1C(=NN(C1)C1CCN(CC1)C)C)NCCCN1C(N(CCC1)C)=O